t-Butyl-MethoxyDibenzoyl-Methane C(C)(C)(C)C(C(C1=CC=CC=C1)=O)(C(C1=CC=CC=C1)=O)OC